N-ethyl-1H-pyrazole C(C)N1N=CC=C1